COC1=CC(=NC=C1C#CC1=C(C=CC=C1)NS(=O)(=O)C=1C(=CC=C2C=CC=NC12)C)C(=O)OCCOC 2-methoxyethyl 4-methoxy-5-{2-[2-(7-methylquinoline-8-sulfonamido)phenyl]ethynyl}pyridine-2-carboxylate